bis(isocyanatomethyl)-cyclohexane N(=C=O)CC1(CCCCC1)CN=C=O